CC=1C(=NOC1)C[C@H](C)C=1C=C(C=CC1)NC(=O)C1=NC(=NC=C1)C(F)(F)F (S)-N-(3-(1-(4-methylisoxazol-3-yl)propan-2-yl)phenyl)-2-(trifluoromethyl)pyrimidine-4-carboxamide